[N+](=O)([O-])C1=CN=C2N1C=C(C=C2)N 3-nitroimidazo[1,2-a]pyridin-6-amine